ClC1=CC=C(CN2C(N3C(C4=C2C=C(C=N4)N4CCOCC4)=NC(C3)COC)=O)C=C1 6-(4-chlorobenzyl)-2-(methoxymethyl)-8-(morpholin-4-yl)-2,6-dihydroimidazo[1,2-c]pyrido[2,3-e]pyrimidin-5(3H)-one